CC1(CN(C2=CC=CC=C12)C(=O)OC(C)(C)C)C Tert-butyl 3,3-dimethyl-2H-indole-1-carboxylate